ClC1=CC=C(C=C1)C1=C(CCN(C1)C(=O)OC(C)(C)C)CO Tert-butyl 5-(4-chlorophenyl)-4-(hydroxymethyl)-3,6-dihydropyridine-1(2H)-carboxylate